NC1=NC(=C(C=2N1C(N(N2)CC2=NC=C(C=C2)F)=O)C2=CC1=C(NC=N1)C(=C2)C)C2=CC=CC=C2 5-amino-2-[(5-fluoro-2-pyridinyl)methyl]-8-(7-methyl-1H-benzoimidazol-5-yl)-7-phenyl-[1,2,4]triazolo[4,3-c]pyrimidin-3-one